O[C@H]1CN(CC1)C1=C(C=C2C(=N1)N=C(O2)N2CCOCC2)NC(=O)C=2N=C(OC2)C2=CC(=NC=C2)C (R)-N-(5-(3-hydroxypyrrolidin-1-yl)-2-morpholinooxazolo[4,5-b]pyridin-6-yl)-2-(2-methylpyridin-4-yl)oxazole-4-carboxamide